2,2,2-trifluoro-ethan-1-amine FC(CN)(F)F